(R,S)-1-(1,2-dimethyl-cyclohexyl)ethanol C[C@]1(C(CCCC1)C)[C@@H](C)O